N=1C=NN2C1C=CC=C2CNCCC2C[C@@H]1N(CCN(C1)C1=NC=C(C#N)C=C1)C2=O 6-((8aS)-7-(2-(([1,2,4]triazolo[1,5-a]pyridin-5-ylmethyl)amino)ethyl)-6-oxohexahydropyrrolo[1,2-a]pyrazin-2(1H)-yl)nicotinonitrile